C(CCC)C(CCC)(O[Si](OCCCC)(OCCCC)CN)CCCC dibutyl-aminomethyl-tributoxysilane